[C@H]12N(CCN[C@H]2CC1)C1=C(NC=2N(C1=O)N=C(N2)Br)CC 6-((1S,6S)-2,5-diazabicyclo[4.2.0]octan-2-yl)-2-bromo-5-ethyl-[1,2,4]triazolo[1,5-a]pyrimidin-7(4H)-one